4-(2-chloro-4-trifluoromethylphenoxy)phenylhydrazine ClC1=C(OC2=CC=C(C=C2)NN)C=CC(=C1)C(F)(F)F